FCCCN1C[C@@H](CC1)OC1=CC=C(S1)[C@H]1N([C@@H](CC2=C1NC1=CC=CC=C21)C)CC(F)(F)F (1S,3R)-1-(5-(((R)-1-(3-Fluoropropyl)pyrrolidin-3-yl)oxy)thiophen-2-yl)-3-methyl-2-(2,2,2-trifluoroethyl)-2,3,4,9-tetrahydro-1H-pyrido[3,4-b]indole